2-methyl-1-(4-vinylphenyl)propan-2-ol ethyl-2-chlorodifluoroacetoacetate C(C)C(C(C(C(=O)OC(CC1=CC=C(C=C1)C=C)(C)C)Cl)=O)(F)F